1-(2-Aminoethyl)-3-[3-(2-chloro-6-methyl-4-pyridyl)-2-(3-cyanophenyl)pyrazolo[1,5-a]pyrimidin-5-yl]urea trifluoroacetate FC(C(=O)O)(F)F.NCCNC(=O)NC1=NC=2N(C=C1)N=C(C2C2=CC(=NC(=C2)C)Cl)C2=CC(=CC=C2)C#N